ethyl 3-[(4-[3-[(tert-butoxycarbonyl)amino] propanamido]-1-methylimidazol-2-yl)formamido]propanoate C(C)(C)(C)OC(=O)NCCC(=O)NC=1N=C(N(C1)C)C(=O)NCCC(=O)OCC